NCC(CC=1C=C(C=CC1)C1=CC=CC=C1)N1C(C=CC=C1)=O 1-(1-amino-3-{[1,1'-biphenyl]-3-yl}propan-2-yl)-1,2-dihydropyridin-2-one